NC1CC(CCC1)NC(COC=1C=C2C(=C(NC2=CC1)C1=CC(=C(C=C1)OC)OC)C(C)C)=O N-(3-Aminocyclohexyl)-2-((2-(3,4-dimethoxyphenyl)-3-isopropyl-1H-indol-5-yl)oxy)acetamid